(R)-2-(2-bromo-4-fluoro-5-methoxyphenylsulfonylamino)-3-methylbutyric acid BrC1=C(C=C(C(=C1)F)OC)S(=O)(=O)N[C@@H](C(=O)O)C(C)C